COC(=O)C1=CC=C(C=C1)CCCC1CCN(CC1)C(=O)OC(C)(C)C Tert-Butyl 4-(3-(4-(methoxycarbonyl)phenyl)propyl)piperidine-1-carboxylate